C(C)C1=CC=C(C=C1)O p-ethyl-phenol